ethyl 3-(2-(((tert-butyldimethylsilyl)oxy)methyl)-5-cyclopropylpyrazolo[1,5-a]pyridin-7-yl)-2,2-dimethylpropanoate [Si](C)(C)(C(C)(C)C)OCC1=NN2C(C=C(C=C2CC(C(=O)OCC)(C)C)C2CC2)=C1